N-((4-cyano-3-fluoro-2,6-diisopropylphenyl)carbamoyl)-1-hydroxy-1,3-dihydrobenzo[c][1,2]oxaborole-5-sulfonimidamide C(#N)C1=C(C(=C(C(=C1)C(C)C)NC(=O)NS(=O)(=N)C1=CC2=C(B(OC2)O)C=C1)C(C)C)F